(S)-3-(1-(4-(4-(1,4-dimethyl-1H-pyrazol-5-yl)-5-(hydroxymethyl)thiazol-2-yl)piperazine-1-carbonyl)-4,5-dihydro-1H-pyrazol-5-yl)-5-fluorobenzonitrile CN1N=CC(=C1C=1N=C(SC1CO)N1CCN(CC1)C(=O)N1N=CC[C@H]1C=1C=C(C#N)C=C(C1)F)C